C(CCCCCCCCCCCCCCCCCCCCCCCO)O tetracosane-1,24-diol